4-(3-((R)-3-aminopiperidine-1-carbonyl)-1-(2-fluoro-4-(3-hydroxypyrrolidin-1-yl)phenyl)-1H-pyrazol-5-yl)-2-fluorobenzonitrile N[C@H]1CN(CCC1)C(=O)C1=NN(C(=C1)C1=CC(=C(C#N)C=C1)F)C1=C(C=C(C=C1)N1CC(CC1)O)F